2-{2-[(2-hydroxyethyl)(methyl)amino]ethyl}-6-(5-methyl-1H-pyrazol-4-yl)thieno[3,2-d]pyrimidin-4(3H)-one OCCN(CCC=1NC(C2=C(N1)C=C(S2)C=2C=NNC2C)=O)C